C(#N)C=1C2=C(N(N=C2C=C(C1)C=1C=NN(C1)CCN1CC(C1)(F)F)C)C1=CC(=C(C(=O)NC[C@@H]2C(C2)(F)F)C(=C1)OC)OC(F)F |o1:33| 4-[4-cyano-6-[1-[2-(3,3-difluoroazetidin-1-yl)ethyl]pyrazol-4-yl]-2-methylindazol-3-yl]-2-(difluoromethoxy)-6-methoxy-N-[[rel-(1R)-2,2-difluorocyclopropyl]methyl]benzamide